2-(2-hydroxy-benzylidene)-1-phenyl-butane-1,3-dione OC1=C(C=C(C(=O)C2=CC=CC=C2)C(C)=O)C=CC=C1